ClC1=CC=C(C=C1)[C@@]1(N(C(C2=CC(=CC(=C12)F)C(C)(C)O)=O)CC1=CC=C(C=N1)C#N)OC1C(CCC1)O 6-{[(1R)-1-(4-Chlorophenyl)-7-fluoro-1-[(2-hydroxycyclopentyl)oxy]-5-(2-hydroxypropan-2-yl)-3-oxo-2,3-dihydro-1H-isoindol-2-yl]methyl}pyridin-3-carbonitril